(S)-2-(naphthalen-2-ylmethyl)-2-vinylindoline C1=C(C=CC2=CC=CC=C12)C[C@@]1(NC2=CC=CC=C2C1)C=C